BrC1=C(C=CC=C1)C1=C(C=CC=C1)Br 2,2'-dibromo-1,1'-biphenyl